N[C@@H]1CN(CC[C@@H]1F)C1=NC2=C(N1CC(=O)N(C)C)C=C(C=C2)Cl 2-(2-((3R,4S)-3-Amino-4-fluoropiperidin-1-yl)-6-chloro-1H-benzo[d]imidazol-1-yl)-N,N-dimethylacetamid